1-ethyl-10H-benzo[b]indeno[2,1-d]thiophen-10-one C(C)C1=C2C(C=3C4=C(SC3C2=CC=C1)C=CC=C4)=O